Methoxybenzoyl-Toluylsulfonamide CON(S(=O)(=O)C1=C(C=CC=C1)C)C(C1=CC=CC=C1)=O